FC1=CC=C(C=C1)C1=CC=C(C(=N1)NC1(COCC1)C)NC1COCC1 6-(4-fluorophenyl)-N2-(3-methyltetrahydrofuran-3-yl)-N3-tetrahydrofuran-3-yl-pyridine-2,3-diamine